C(CC)C=1C=C(C=CC1)C1=CC(=CC=C1)F 3-propyl-3'-fluorobiphenyl